2-hydroxyethyl-ammonium lactate C(C(O)C)(=O)[O-].OCC[NH3+]